C(\C=C\C(=O)Cl)(=O)Cl Fumaric chloride